CC=1OC(=CN1)C=1C=C2C=C(N=CC2=CC1)NC(CN1CCCCC1)=O N-(6-(2-methyloxazol-5-yl)isoquinolin-3-yl)-2-(piperidin-1-yl)acetamide